5-(2-hydroxyethyl)-1-methyl-4,5,6,7-tetrahydro-1H-imidazo[4,5-c]Pyridine-2-carboxamide OCCN1CC2=C(CC1)N(C(=N2)C(=O)N)C